CC=1C(CCC(C1)(C)C)=O 2,4,4-Trimethylcyclohex-2-en-1-one